lauryl-pyridine Chloride [Cl-].C(CCCCCCCCCCC)C1=NC=CC=C1